NC1=NC=CC=C1C(C)(C)N1CCOC=2C=3C1=NC=NC3C=C(C2Cl)C2=C(C(=CC(=N2)N)C)C(F)(F)F 6-(4-(2-(2-aminopyridin-3-yl)propan-2-yl)-8-chloro-5,6-dihydro-4H-[1,4]oxazepino[5,6,7-de]quinazolin-9-yl)-4-methyl-5-(trifluoromethyl)pyridin-2-amine